OC1=CC=C(C=C1)C(CC)=O 4'-hydroxypropiophenone